OC(CNC(OCC1=CC=CC=C1)=O)CCO benzyl (2,4-dihydroxybutyl)carbamate